[Cl-].C(CCCCCCCCCCCCCC)[N+](CCC[Si](OCC)(OCC)OCC)(CC)CC pentadecyl-diethyl-(3-triethoxysilylpropyl)ammonium chloride